2'-(4,5-Dimethyl-1H-imidazol-2-yl)-N-(tetrahydro-2H-pyran-4-ylmethyl)-3,4'-bipyridin CC=1N=C(NC1C)C1=NC=CC(=C1)C=1CN(C=CC1)CC1CCOCC1